Fmoc-isoleucyl-isoleucine C(=O)(OCC1C2=CC=CC=C2C2=CC=CC=C12)N[C@@H]([C@@H](C)CC)C(=O)N[C@@H]([C@@H](C)CC)C(=O)O